C(C)(C)OC1=NN(C=C1NC=1N=CC2=C(N1)N(C(=C2)C#N)[C@H]2COC[C@H]2C)C 2-((3-isopropoxy-1-methyl-1H-pyrazol-4-yl)amino)-7-((3r,4s)-4-methyltetrahydrofuran-3-yl)-7H-pyrrolo[2,3-d]pyrimidine-6-carbonitrile